C(=C)[C@]1([C@H]([C@H]([C@@H](O1)N1C(=O)N=C(N)C=C1)O)O)CO 4'-Vinylcytidin